(propionyloxy) furan-2-carboxylate O1C(=CC=C1)C(=O)OOC(CC)=O